ClC=1C(=C2C=NNC2=CC1C)C=1C(=NN(C1C)C1CC2(CN(C2)C(C=C)=O)C1)C=1C=C2C=CN=NC2=CC1 1-(6-(4-(5-chloro-6-methyl-1H-indazol-4-yl)-3-(cinnolin-6-yl)-5-methyl-1H-pyrazol-1-yl)-2-azaspiro[3.3]Hept-2-yl)prop-2-en-1-one